((trans)-2-(difluoromethyl)cyclopropyl)methanol FC([C@H]1[C@@H](C1)CO)F